C(#CCC)C1=C2C=NNC2=C(C=C1)C(=O)N 4-(butane-1-yn-1-yl)-1H-indazole-7-carboxamide